4-(((((3r,5r,7r)-adamantan-1-yl)methyl)(methyl)amino)methyl)-N-hydroxybenzamide C12(CC3CC(CC(C1)C3)C2)CN(C)CC2=CC=C(C(=O)NO)C=C2